HEPT-2-ENAMIDE C(C=CCCCC)(=O)N